tri(n-nonyl)amine C(CCCCCCCC)N(CCCCCCCCC)CCCCCCCCC